C1(=CC=CC=C1)CCCCN1CCC(CC1)N(C=1C=C(C=CC1)O)C1=CSC=C1 3-((1-(4-phenylbutyl)piperidin-4-yl)(thiophen-3-yl)amino)phenol